1-phenylpiperazine-2,5-dione C1(=CC=CC=C1)N1C(CNC(C1)=O)=O